NC1CCC(CC1)CNC=1C=C2CCCC2=CC1 N-(((1s,4s)-4-aminocyclohexyl)methyl)-2,3-dihydro-1H-inden-5-amine